5-bromo-3-(1,1-difluoroethyl)-2-fluorobenzaldehyde BrC=1C=C(C(=C(C=O)C1)F)C(C)(F)F